(tetrahydro-2H-pyran-4-yl)methane-d2-amine O1CCC(CC1)C(N)([2H])[2H]